6-(Cyclopropanecarboxamido)-N-ethoxy-4-((5-fluoro-2-(methylamino)-3-(5-methylpyrimidin-2-yl)phenyl)amino)Nicotinamide C1(CC1)C(=O)NC1=NC=C(C(=O)NOCC)C(=C1)NC1=C(C(=CC(=C1)F)C1=NC=C(C=N1)C)NC